(3S,4S)-undecane-3,4-diol CC[C@@H]([C@H](CCCCCCC)O)O